lysyl-lysyldimethylamide N[C@@H](CCCCN)C(=O)N[C@@H](CCCCN)C(=O)C[N-]C